(E)-N-(3-(N-((1,2,3,5,6,7-hexahydro-s-indacen-4-yl)carbamoyl)sulfamoyl)allyl)-N-methylacetamide C1CCC2=C(C=3CCCC3C=C12)NC(=O)NS(=O)(=O)/C=C/CN(C(C)=O)C